FC=1C=C(C=CC1OC1=CC=NC2=CC(=C(C=C12)OC)OCCNCC1CC(CCC1)O)NC(=O)C1=C2C(=CN(C1=O)C1=CC=C(C=C1)F)CCO2 N-(3-fluoro-4-{[7-(2-{[(3-hydroxycyclohexyl)methyl]amino}ethoxy)-6-methoxyquinolin-4-yl]oxy}phenyl)-5-(4-fluorophenyl)-6-oxo-2,3,5,6-tetrahydrofuro[3,2-c]pyridine-7-carboxamide